(1-cyanocyclopropyl)benzonitrile C(#N)C1(CC1)C1=C(C#N)C=CC=C1